NC1=NC=2C(=CC=CC2C=2N1C=C(N2)C(=O)NCC2=C(C=CC=C2)N2CCOCC2)F 5-amino-7-fluoro-N-(2-morpholinobenzyl)imidazo[1,2-c]quinazoline-2-carboxamide